C(=O)C1=C(CN(C(=O)C2CCCC2)CC(NC=2C=C3CC4(C(NC5=NC=CC=C54)=O)CC3=CC2)=O)C=CC=C1 N-(2-formylbenzyl)-N-(2-oxo-2-((2'-oxo-1,1',2',3-tetrahydrospiro[indene-2,3'-pyrrolo[2,3-b]pyridin]-5-yl)amino)ethyl)cyclopentanecarboxamide